FC=1C(=C(C=CC1F)C1CCN(CC1)C(=O)C=1C2=C(NN1)CN(C2)CCOC)C(F)(F)F (4-(3,4-difluoro-2-(trifluoromethyl)phenyl)piperidin-1-yl)(5-(2-methoxyethyl)-1,4,5,6-tetrahydropyrrolo[3,4-c]pyrazol-3-yl)methanone